FC1(CC(C1)CN1N=C2C=C(C=C(C2=C1)C=1SC(=CN1)C)C(=O)NC(C)C=1C=NC(=NC1)C(F)(F)F)F ((3,3-difluorocyclobutyl)methyl)-4-(5-methylthiazol-2-yl)-N-(1-(2-(trifluoromethyl)pyrimidin-5-yl)ethyl)-2H-indazole-6-carboxamide